C(CCC)OCCOC1=CC=C(C=N1)C=O 6-(2-butoxyethoxy)pyridine-3-carbaldehyde